FC(C(C(F)(F)F)(OCCC[Si](OCC)(OCC)OCC)F)(F)F 3-(heptafluoroisopropoxy)propyltriethoxysilane